(1R,3aS,10aR)-1-[(1E,3ξ,4ξ)-3-hydroxy-4-(trifluoromethyl)-1-octen-1-yl]-2,3,3a,9,10,10a-hexahydro-1H-benzo[b]cyclopenta[f]oxepin-6-carboxylic acid OC(/C=C/[C@H]1CC[C@H]2[C@@H]1CCC1=C(O2)C=C(C=C1)C(=O)O)C(CCCC)C(F)(F)F